3-tert-butyl-5-[4-cyclopropyl-3-(cyclopropylmethoxy)phenyl]-1,2,4-Oxadiazole C(C)(C)(C)C1=NOC(=N1)C1=CC(=C(C=C1)C1CC1)OCC1CC1